2-(2,3,4,6-tetrakis(3-(tert-butyl)-9H-carbazol-9-yl)-5-(6-phenylpyridin-2-yl)phenyl)benzo[d]oxazole C(C)(C)(C)C=1C=CC=2N(C3=CC=CC=C3C2C1)C1=C(C(=C(C(=C1N1C2=CC=CC=C2C=2C=C(C=CC12)C(C)(C)C)N1C2=CC=CC=C2C=2C=C(C=CC12)C(C)(C)C)C1=NC(=CC=C1)C1=CC=CC=C1)N1C2=CC=CC=C2C=2C=C(C=CC12)C(C)(C)C)C=1OC2=C(N1)C=CC=C2